3-(3-((1S,2S,3S)-2-Ethyl-3-(1-methyl-1H-pyrazol-4-yl)cyclopropan-1-carboxamido)-7-fluoroisochinolin-6-yl)-4-methylpyridin-1-oxid C(C)[C@@H]1[C@@H]([C@H]1C=1C=NN(C1)C)C(=O)NC=1N=CC2=CC(=C(C=C2C1)C=1C=[N+](C=CC1C)[O-])F